3-[2-chloro-5-(4-methyl-7-{[2-(trimethylsilyl)ethoxy]methyl}-7H-pyrrolo[2,3-d]pyrimidin-6-yl)pyridin-4-yl]propionic acid methyl ester COC(CCC1=CC(=NC=C1C1=CC2=C(N=CN=C2C)N1COCC[Si](C)(C)C)Cl)=O